tert-butyl 3-(3-chloro-5-methylphenyl)piperazine-1-carboxylate ClC=1C=C(C=C(C1)C)C1CN(CCN1)C(=O)OC(C)(C)C